5-[1-[4-(trifluoromethyl)phenyl]pyrazol-4-yl]-1H-indol-3-amine TFA salt OC(=O)C(F)(F)F.FC(C1=CC=C(C=C1)N1N=CC(=C1)C=1C=C2C(=CNC2=CC1)N)(F)F